1-(4-(1-methyl-1H-pyrazol-3-yl)-2-phenyl-5,8-dihydropyrido[3,4-d]pyrimidin-7(6H)-yl)prop-2-en-1-one CN1N=C(C=C1)C=1C2=C(N=C(N1)C1=CC=CC=C1)CN(CC2)C(C=C)=O